C1(CC1)S(=O)(=O)N1N=CC(=C1)C1=NC=CC(=N1)NC1=NC=C(C(=C1)NC1CCC(CC1)O)C#CC1COCC1 (1s,4s)-4-((2-((2-(1-(Cyclopropylsulfonyl)-1H-pyrazol-4-yl)pyrimidin-4-yl)amino)-5-((tetrahydrofuran-3-yl)ethynyl)pyridin-4-yl)amino)cyclohexan-1-ol